BrC1=C(C=C2C=C(NC2=C1)CNC(=O)C1(CC1)C)OC(F)F N-((6-bromo-5-(difluoromethoxy)-1H-indol-2-yl)methyl)-1-methylcyclopropane-1-carboxamide